1-(6-cyclobutoxy-5-fluoropyridin-3-yl)-3-(5-fluoro-1H-pyrrolo[2,3-b]pyridin-3-yl)urea C1(CCC1)OC1=C(C=C(C=N1)NC(=O)NC1=CNC2=NC=C(C=C21)F)F